3-Oxa-9-aza-spiro[5.5]undecane-9-carboxylic acid [4-methoxy-7-(1-methyl-1H-pyrazol-4-yl)-thiazolo[4,5-c]pyridin-2-yl]-amide COC1=NC=C(C2=C1N=C(S2)NC(=O)N2CCC1(CCOCC1)CC2)C=2C=NN(C2)C